C(C(C)C)NCC(C)C diisobutylamine